7-fluoro-N-(6-fluoro-2,3-dihydro-4H-benzo[b][1,4]oxazin-4-yl)-4-(prop-1-en-2-yl)-8-(2,3,5-trifluorophenyl)quinoline-3-carboxamide FC1=CC=C2C(=C(C=NC2=C1C1=C(C(=CC(=C1)F)F)F)C(=O)NN1C2=C(OCC1)C=CC(=C2)F)C(=C)C